tert-butyl 4-[3-[1-[(4-methoxyphenyl)methyl]-2,6-dioxo-3-piperidyl]phenyl]piperazine-1-carboxylate COC1=CC=C(C=C1)CN1C(C(CCC1=O)C=1C=C(C=CC1)N1CCN(CC1)C(=O)OC(C)(C)C)=O